BrC=1C=C2C(=NC=NC2=C(C1)OC)O 6-bromo-8-methoxyquinazolin-4-ol